FC=1C=C(C#N)C=C(C1)CO[C@H](COCCCCCCCCCCCCCCCCCC)CO 3-fluoro-5-[[(1S)-1-(hydroxymethyl)-2-octadecyloxy-ethoxy]methyl]benzonitrile